NC1CC2CC(C(C1)N2C(=O)OC(C)(C)C)(F)F tert-butyl 3-amino-6,6-difluoro-8-azabicyclo[3.2.1]octane-8-carboxylate